(R)-2-((1-((1s,4S)-4-aminocyclohexyl)-2-methyl-propan-2-yl)amino)-1-(5-fluoropyridin-3-yl)ethan-1-ol NC1CCC(CC1)CC(C)(C)NC[C@H](O)C=1C=NC=C(C1)F